N1=CC=C(C2=CC=CC=C12)C1=CC=C(S1)SC(C(=O)O)(C)C 2-(5-(quinolin-4-yl)thiophen-2-ylsulfanyl)-2-methylpropionic acid